2,5-dioxopyrrolidin-1-yl 1-amino-3,6,10,13-tetraoxahexadecan-16-oate NCCOCCOCCCOCCOCCC(=O)ON1C(CCC1=O)=O